O=C1NCCC2=C1C=C(N2)C2=NC(=NC=C2)C2=CC=C(C=C2)N2CCN(CC2)C(=O)OC(C)(C)C Tert-butyl 4-(4-(4-(4-oxo-4,5,6,7-tetrahydro-1H-pyrrolo[3,2-c]pyridin-2-yl)pyrimidin-2-yl)phenyl)piperazine-1-carboxylate